N-(3-methyl-2-oxo-1-(5-((4-oxo-3,4-dihydrophthalazin-1-yl)methyl)pyridin-3-yl)indolin-3-yl)ethanesulfonamide CC1(C(N(C2=CC=CC=C12)C=1C=NC=C(C1)CC1=NNC(C2=CC=CC=C12)=O)=O)NS(=O)(=O)CC